((3S,6R)-6-(2-bromo-6-chloropyridin-4-yl)-4-(4-methoxybenzyl)morpholin-3-yl)-methanol BrC1=NC(=CC(=C1)[C@H]1OC[C@@H](N(C1)CC1=CC=C(C=C1)OC)CO)Cl